3,4-dichloropyridineamide ClC=1C(=NC=CC1Cl)C(=O)N